4-propylbenzoic acid [4-(3,5-di-tert-butyl-2-hydroxyphenylimino)-2-pentyl] ester C(C)(C)(C)C=1C(=C(C=C(C1)C(C)(C)C)N=C(CC(C)OC(C1=CC=C(C=C1)CCC)=O)C)O